4-Methylenedioxycinnamic acid C1OC2=CC=C(C=CC(=O)O)C=C2O1